C(C=C)OC(=O)N(C1=CN(C=2N=CN=C(C21)N2[C@H](CN(CC2)C(=O)OC(C)(C)C)C)C2=NC=CC(=C2)C#N)CCOC tert-butyl (S)-4-(5-(((allyloxy) carbonyl) (2-methoxyethyl) amino)-7-(4-cyanopyridin-2-yl)-7H-pyrrolo[2,3-d]pyrimidin-4-yl)-3-methylpiperazine-1-carboxylate